O1C(OCC1)CCCCOC1=CC=C(C(=O)O)C=C1 4-(4-(1,3-dioxolan-2-yl)butoxy)benzoic acid